2-chloro-7-cyclopropyl-9-(4-oxocyclohexyl)-7,9-dihydro-8H-purin-8-one ClC1=NC=C2N(C(N(C2=N1)C1CCC(CC1)=O)=O)C1CC1